C(C1=CC=CC=C1)OC1=C(C(=CC(=C1)O)O)C(=O)N1C(C2=CC=CC=C2C1)CO (2-(Benzyloxy)-4,6-dihydroxyphenyl)(1-(hydroxymethyl)isoindolin-2-yl)methanone